FC1=CC=C2C=C(C=C(C2=C1F)C1=C(C=C2C(=NC(=NC2=C1F)OCC(F)(F)F)N1C[C@H]2CC[C@@H](C1)N2C(=O)OC(C)(C)C)C=C)OCOC tert-butyl (1R,5S)-3-(7-(7,8-difluoro-3-(methoxymethoxy)naphthalene-1-yl)-8-fluoro-2-(2,2,2-trifluoroethoxy)-6-vinylquinazolin-4-yl)-3,8-diazabicyclo[3.2.1]octane-8-carboxylate